methyl 2-(2-bromo-4-fluorophenyl)-2-oxoacetate BrC1=C(C=CC(=C1)F)C(C(=O)OC)=O